9-(4-(1-methyl-4-(trifluoromethyl)-1H-imidazol-2-yl)benzyl)-2-(2-propionylphenyl)-7,9-dihydro-8H-purin-8-one CN1C(=NC(=C1)C(F)(F)F)C1=CC=C(CN2C3=NC(=NC=C3NC2=O)C2=C(C=CC=C2)C(CC)=O)C=C1